[Cl-].FC(C(COC)[NH3+])(F)F 1,1,1-trifluoro-3-methoxypropan-2-aminium chloride